(3-iodobicyclo[1.1.1]pent-1-yl)-N-methyl-1-phenylmethanesulfonamide IC12CC(C1)(C2)C(S(=O)(=O)NC)C2=CC=CC=C2